5-(4-(2-Hydroxyethoxy)phenyl)-2-oxo-6-(trifluoromethyl)-1,2-dihydropyridin-3-carboxamide OCCOC1=CC=C(C=C1)C=1C=C(C(NC1C(F)(F)F)=O)C(=O)N